tert-butyl 9-(4-(((2-(2,6-dioxopiperidin-3-yl)-1,3-dioxoisoindolin-4-yl)amino) methyl)-1H-1,2,3-triazol-1-yl)nonanoate O=C1NC(CCC1N1C(C2=CC=CC(=C2C1=O)NCC=1N=NN(C1)CCCCCCCCC(=O)OC(C)(C)C)=O)=O